4-carbamoyl-4-(pyridin-4-yl)piperidine-1-carboxylic acid tert-butyl ester C(C)(C)(C)OC(=O)N1CCC(CC1)(C1=CC=NC=C1)C(N)=O